FC(C(COCCOCCOCC(COCCOCCOCC(C(F)(F)F)(F)F)(COCCOCCOCC(C(F)(F)F)(F)F)COCCOCCOCC(C(F)(F)F)(F)F)(F)F)(F)F 1,1,1,2,2,22,22,23,23,23-decafluoro-12,12-bis((2-(2-(2,2,3,3,3-pentafluoropropoxy)ethoxy)ethoxy)methyl)-4,7,10,14,17,20-hexaoxatricosane